trans-N-(benzo[d]thiazol-5-yl)-1-((1,3-dimethyl-1H-pyrazol-4-yl)sulfonyl)-3-fluoropiperidine-4-carboxamide S1C=NC2=C1C=CC(=C2)NC(=O)[C@H]2[C@@H](CN(CC2)S(=O)(=O)C=2C(=NN(C2)C)C)F